OCCOC=1C=C2C=CC(=CC2=CC1)C1(C2=CC=C(C=C2C=2C=C(C=CC12)C1=CC=C2C=CC3=CC=CC4=CC=C1C2=C34)C3=CC=C4C=CC2=CC=CC1=CC=C3C4=C21)C2=CC1=CC=C(C=C1C=C2)OCCO 9,9-bis(6-(2-hydroxyethoxy)-2-naphthyl)-3,6-di(1-pyrenyl)fluorene